(R)-morpholin-2-ylcarbinol N1C[C@@H](OCC1)CO